CC=1N=C2N(N=C(C=C2C(F)(F)F)C=2N=C3N(C(C2)=O)C=C(C=C3)[C@@H]3CCN(C2(CC2)C3)C(=O)OC(C)(C)C)C1 |r| rac-tert-butyl 7-[2-[2-methyl-8-(trifluoromethyl)imidazo[1,2-b]pyridazin-6-yl]-4-oxo-pyrido[1,2-a]pyrimidin-7-yl]-4-azaspiro[2.5]octane-4-carboxylate